CC=1C=CC=C2C=C(NC12)C(=O)N[C@H](CC(=O)OC)C=1C=NC=CC1 methyl (R)-3-(7-methyl-1H-indole-2-carboxamido)-3-(pyridin-3-yl)propanoate